C(C=C)(=O)OCCC=1C(=C(C(C(=O)[O-])=CC1)C(=O)[O-])CCO acryloyloxyethyl-2-hydroxyethyl-phthalate